C1(CC1)C1=C(C=C(C(=O)O)C=C1)S(NC1=C(C=CC(=C1)S(=O)(=O)C)C=1SC(=CC1)C)(=O)=O 4-cyclopropyl-3-(N-(5-(methylsulfonyl)-2-(5-methylthiophen-2-yl)phenyl)sulfamoyl)benzoic acid